O1COC2=C1C=CC(=C2)CN(CC(=O)NC2=CC=CC=C2)S(=O)(=O)C2=CC=C(C=C2)S(NC2CCCC2)(=O)=O N2-(1,3-benzodioxol-5-ylmethyl)-N2-{[4-(cyclopentylsulfamoyl)phenyl]sulfonyl}-N-phenyl-glycinamide